C(CCCCCCCCCCCCCCCCC)OCCCCCCCCCCCCCCCCCC 1-octadecylether